O=S1CC=CC2=CC=CC=C12 oxothiochromene